NCCCC1CCN(CC1)C=1C=C(C=CC1)N1C=CC2=C(C=CC(=C12)C)F N-(3-(4-(3-aminopropyl)piperidin-1-yl)phenyl)-4-fluoro-7-methyl-1H-indole